FC(OC1=C(C=C(C=C1)B1OC(C(O1)(C)C)(C)C)F)F 2-(4-(difluoromethoxy)-3-fluorophenyl)-4,4,5,5-tetramethyl-1,3,2-dioxaborolan